(3r,4s)-7-bromo-4-(((S)-tert-butylsulfinyl)amino)-3,8-difluorochroman-4-carboxamide BrC1=CC=C2[C@@]([C@H](COC2=C1F)F)(C(=O)N)N[S@@](=O)C(C)(C)C